C(C1=CC=CC=C1)OC1C(CC1)N1N=C(C=C1CNC(OC(C)(C)C)=O)C(N(C)C)=O tert-butyl N-[[2-(2-benzyloxycyclobutyl)-5-(dimethylcarbamoyl)pyrazol-3-yl]methyl]carbamate